O=C1N(CCC(N1)=O)C1=C2C=CN(C2=CC=C1)C1CCN(CC1)C(=O)OCC1=CC=CC=C1 Benzyl 4-(4-(2,4-dioxotetrahydropyrimidin-1(2H)-yl)-1H-indol-1-yl)piperidine-1-carboxylate